(3,5-Dibromo-4-hydroxyphenyl)(2-ethyl-7-fluorobenzofuran-3-yl)methanone BrC=1C=C(C=C(C1O)Br)C(=O)C1=C(OC2=C1C=CC=C2F)CC